COC1(CNCC1)CCC(=O)O 3-(3-methoxypyrrolidin-3-yl)propanoic acid